5-(1-methylpiperidin-4-yl)-(6-methylpyridine) CN1CCC(CC1)C=1C=CC=NC1C